2-(2,8-diazaspiro[4.5]decan-2-yl)ethyl 6-(5-(6-methylpyridin-2-yl)-1H-imidazol-4-yl)quinoline-3-carboxylate CC1=CC=CC(=N1)C1=C(N=CN1)C=1C=C2C=C(C=NC2=CC1)C(=O)OCCN1CC2(CC1)CCNCC2